4-[(6-bromothiazolo[4,5-b]pyridin-2-yl)-methyl-amino]piperidine-1-carboxylic acid tert-butyl ester C(C)(C)(C)OC(=O)N1CCC(CC1)N(C)C=1SC=2C(=NC=C(C2)Br)N1